C(C)(C)(C)C1=CC=C(C=C1)C1(C=CC2=C(SC3=C2SC2=C3C=CC(=C2)N(C2=CC=C(C=C2)C(C)(C)C)C2=CC=C(C=C2)C(C)(C)C)C1)NC1=CC=C(C=C1)C(C)(C)C 2,N2,N7,N7-tetrakis[4-(t-butyl)phenyl]benzo[b]benzo[4,5]thieno[2,3-d]thiophene-2,7-diamine